CC(CCC)(C)NC[C@H](O)C1=CC(=CC=C1)F (R)-2-(1,1-dImethyl-butylamino)-1-(m-fluorophenyl)-1-ethanol